3-(3-methyltetrahydrofuran-3-yl)acrylonitrile CC1(COCC1)C=CC#N